3-((((2S,4R)-2-methyl-1-propionyl-1,2,3,4-tetrahydroquinolin-4-yl)amino)methyl)bicyclo[1.1.1]Pentane C[C@@H]1N(C2=CC=CC=C2[C@@H](C1)NCC12CC(C1)C2)C(CC)=O